5-(((5-(1,1-dimethylethyl)-2-oxazolyl)methyl)thio)-2-thiazolyl-4-piperidinecarboxamide CC(C)(C)C1=CN=C(O1)CSC1C(CC(NC1)C=1SC=CN1)C(=O)N